FC1=C(C=CC(=C1)CCCCCC#N)C1=CC=CC=C1 fluoro-[1,1'-biphenyl]-4-hexanenitrile